1-(4-methoxybenzyl)-4-methylene-1,4,5,7-tetrahydropyrano[3,4-c]pyrazole COC1=CC=C(CN2N=CC3=C2COCC3=C)C=C1